purineOne N=1C(N=C2N=CN=C2C1)=O